4,6-dimethyl-N2-[8-(2,3,4,7-tetrahydro-1H-azepin-5-yl)chroman-6-yl]pyrimidine-2,4-diamine CC1(NC(=NC(=C1)C)NC=1C=C2CCCOC2=C(C1)C=1CCCNCC1)N